3-(2,6-dichlorophenyl)-5-isopropyl-4-(((2R)-2-methylpiperidin-4-yl)methyl)isoxazole ClC1=C(C(=CC=C1)Cl)C1=NOC(=C1CC1C[C@H](NCC1)C)C(C)C